C(N)(=O)C1=CC(=NC2=C1N=CN=C2NCC(C)NC(OC(C)(C)C)=O)Cl tert-butyl (1-((8-carbamoyl-6-chloropyrido[3,2-d]pyrimidin-4-yl)amino)propan-2-yl)carbamate